2-bromo-5-(butoxy)benzoic acid BrC1=C(C(=O)O)C=C(C=C1)OCCCC